C(C)(C)(C)OC(=O)N([C@H](C[C@@H](OC(CCC)=O)C=1SC=C(N1)C(=O)N[C@H](C[C@@H](C(=O)OCC=C)C)CC1=CC=CC=C1)C(C)C)C (2S,4R)-allyl 4-(2-((1R,3R)-3-((tert-butoxycarbonyl)(methyl)amino)-1-(butyryloxy)-4-methylpentyl)thiazole-4-carboxamido)-2-methyl-5-phenylpentanoate